O1C2=C(NCC1)C=CC(=C2)[C@@H]2N(C[C@H](CC2)C)C(C(=O)NC=2C=C(C(=NC2)NC(OC(C)(C)C)=O)CC)=O |r| rac-tert-butyl (5-(2-((2R,5S)-2-(3,4-dihydro-2H-benzo[b][1,4]oxazin-7-yl)-5-methylpiperidin-1-yl)-2-oxoacetamido)-3-ethylpyridin-2-yl)carbamate